O1COC2=C1C=CC(=C2)C(=O)[C@H]2O[C@H]([C@@H]1OC(O[C@@]12C)(C)C)N1C=CC2=C1N=CN=C2Cl benzo[d][1,3]dioxol-5-yl((3aS,4S,6R,6aR)-6-(4-chloro-7H-pyrrolo[2,3-d]pyrimidin-7-yl)-2,2,3a-trimethyltetrahydrofuro[3,4-d][1,3]dioxol-4-yl)methanone